(5RS)-4-(5-(3,5-dichlorophenyl)-5-(trifluoromethyl)-4H-isoxazol-3-yl)-2-methylbenzoic acid ClC=1C=C(C=C(C1)Cl)[C@]1(CC(=NO1)C1=CC(=C(C(=O)O)C=C1)C)C(F)(F)F |r|